magnesium-silicon-barium [Ba].[Si].[Mg]